C(#N)C1=CN=C(N1COCC[Si](C)(C)C)C(=O)O[K] [5-cyano-1-(2-trimethylsilylethoxymethyl)imidazole-2-carbonyl]oxypotassium